6-(4-(diphenylamino)styryl)-9-ethylcarbazole-3-carbaldehyde C1(=CC=CC=C1)N(C1=CC=C(C=CC=2C=C3C=4C=C(C=CC4N(C3=CC2)CC)C=O)C=C1)C1=CC=CC=C1